5-(2-Hydroxypropan-2-yl)-N'-((3,5,6,7-tetrahydro-2H-indeno[5,6-b]furan-8-yl)-carbamoyl)thiazole-2-sulfonimidamide OC(C)(C)C1=CN=C(S1)S(=O)(N)=NC(NC1=C2CCCC2=CC2=C1OCC2)=O